2-bromo-3-chloro-4-methyl-5-nitro-pyridine BrC1=NC=C(C(=C1Cl)C)[N+](=O)[O-]